benzyl (3-hydroxypropyl)(piperidin-4-yl)carbamate OCCCN(C(OCC1=CC=CC=C1)=O)C1CCNCC1